1-[6-[6-fluoro-5-[(6-methylpyridazin-3-yl)amino]benzimidazol-1-yl]-3-(1-hydroxyethyl)-2-pyridinyl]-5-methyl-pyrazole-3-carbonitrile FC=1C(=CC2=C(N(C=N2)C2=CC=C(C(=N2)N2N=C(C=C2C)C#N)C(C)O)C1)NC=1N=NC(=CC1)C